C(CCCCC)C(C)=C(C)C 2-hexyl-3-methyl-2-butene